OCC1OC(C2C1OC(O2)C2=CC=CC=C2)C#N 6-(hydroxymethyl)-2-phenyltetrahydrofuro[3,4-d][1,3]dioxole-4-carbonitrile